2-(benzyloxy)-4-methyl-6-{4-[4-(trifluoromethyl)piperidine-1-carbonyl]-1H-pyrazol-1-yl}pyridine C(C1=CC=CC=C1)OC1=NC(=CC(=C1)C)N1N=CC(=C1)C(=O)N1CCC(CC1)C(F)(F)F